(2-fluoro-3-hydroxy-indan-5-yl)acrylamide FC1CC2=CC=C(C=C2C1O)C(C(=O)N)=C